(R)-1-(4-bromophenyl)-4-(1-cyclopropylethyl)piperazine BrC1=CC=C(C=C1)N1CCN(CC1)[C@H](C)C1CC1